ClC1=C(C=C(C=C1)C1=NC2=C(N1)C=CC(=C2)N)C(F)(F)F 2-(4-chloro-3-(trifluoromethyl)phenyl)-1H-benz[d]imidazol-5-amine